tert-butyl (S)-(3-(3-(2-(4-(4-chlorophenyl)-2,3,9-trimethyl-6H-thieno[3,2-f][1,2,4]triazolo[4,3-a][1,4]diazepin-6-yl)acetamido)phenyl)prop-2-yn-1-yl)carbamate ClC1=CC=C(C=C1)C1=N[C@H](C=2N(C3=C1C(=C(S3)C)C)C(=NN2)C)CC(=O)NC=2C=C(C=CC2)C#CCNC(OC(C)(C)C)=O